N-(4'-((4-(2-methoxyethoxy)-6-(methylsulfonyl)pyridin-2-yl)amino)-5-(methoxymethyl)-[2,3'-bipyridin]-6'-yl)acetamide COCCOC1=CC(=NC(=C1)S(=O)(=O)C)NC1=C(C=NC(=C1)NC(C)=O)C1=NC=C(C=C1)COC